(E)-3-penten-2-ol CC(\C=C\C)O